2,15-bis(cyclohexyl oxymethyl)-4,13-dioxo-3,14-dioxa-5,12-diazahexadecane-1,16-diyldiacrylate C1(CCCCC1)OCC(CC=CC(=O)[O-])OC(NCCCCCCNC(OC(CC=CC(=O)[O-])COC1CCCCC1)=O)=O